C(C)C(C(=O)OCC(CCCC)CC)CCCCCCCCCC(=O)OCC(CCCC)CC bis(2-ethylhexyl) α-ethyldodecanedioate